2-hydroxy-5-methyl-6-nitropyridine OC1=NC(=C(C=C1)C)[N+](=O)[O-]